[C@H]1([C@H](O)[C@@H](O)[C@H](O)[C@H](O1)CO)CC1(OC2=C(C(=C(C(=C2CC1)C)O)C)C)C 2-(α-D-glucopyranosyl)methyl-2,5,7,8-tetramethylchroman-6-ol